3-(2-chloropyridin-1-ium-1-yl)propane-1-sulfonic acid ClC1=[N+](C=CC=C1)CCCS(=O)(=O)O